1,3-dimethyl-imidazole sulfate S(=O)(=O)(O)O.CN1CN(C=C1)C